C(#N)C=1C(=C(C(=NC1)C(=O)NC=1C=C2C(=NN(C2=CC1)C1OCCCC1)C1C(C1)C(F)(F)F)C)C 5-Cyano-3,4-dimethyl-N-(1-(tetrahydro-2H-pyran-2-yl)-3-(2-(trifluoromethyl)cyclopropyl)-1H-indazol-5-yl)picolinamide